N-(4-(3-(1-propenylpiperidin-3-yl)pyridin-4-yl)-2-methylbenzyl)-5-(1-methylcyclopropyl)-1,2,4-oxadiazole-3-carboxamide C(=CC)N1CC(CCC1)C=1C=NC=CC1C1=CC(=C(CNC(=O)C2=NOC(=N2)C2(CC2)C)C=C1)C